C(N)(=O)C1(CCC1)NC(=O)C=1C=2C[C@H]3[C@@H](C2N(N1)C1=C(C=C(C=C1)F)F)C3 (1aS,5aS)-2-(2,4-Difluoro-phenyl)-1a,2,5,5a-tetrahydro-1H-2,3-diaza-cyclopropa[a]pentalene-4-carboxylic Acid (1-Carbamoyl-cyclobutyl)-amide